FC(OC=1C=2N(C=C(C1)C=1C=C(C=CC1)[C@@H](C)N(C(=O)N[C@H](CC)CCC(F)(F)F)CC)C=CN2)F 1-((R)-1-(3-(8-(difluoromethoxy)imidazo[1,2-a]pyridin-6-yl)phenyl)ethyl)-1-ethyl-3-((R)-6,6,6-trifluorohexan-3-yl)urea